The molecule is an organosulfate oxoanion that is a trianion arising from deprotonation of the O-sulfo, N-sulfo and carboxy groups of 3-D-glucuronosyl-N(2),6-disulfo-beta-D-glucosamine; major species at pH 7.3. It is an organosulfate oxoanion, an organic sulfamate oxoanion and a monocarboxylic acid anion. It is a conjugate base of a 3-D-glucuronosyl-N(2),6-disulfo-beta-D-glucosamine. C([C@@H]1[C@H]([C@@H]([C@H]([C@@H](O1)O)NS(=O)(=O)[O-])OC2[C@@H]([C@H]([C@@H]([C@H](O2)C(=O)[O-])O)O)O)O)OS(=O)(=O)[O-]